NN(C(OC(C)(C)C)=O)CC1C(NCCC1)=O tert-butyl N-amino-N-[(2-oxo-3-piperidyl)methyl]carbamate